S1N=CC2=C1C=CC=C2 benzothiazoleN